NCCCCCC(=O)OC(CCCCCN)=O (6-aminohexanoyl) oxide